C(C)OC1=C(C=CC(=C1)C1=CC=CC=C1)O ethoxy-p-phenylphenol